C1=CC=C2C=CC=C3C2=C1C=1C=COC13 Acenaphthofuran